N-Benzylsulfonyl-4-[4-[3-fluoro-4-(4-hydroxyphenyl)benzoyl]piperazin-1-yl]benzamide C(C1=CC=CC=C1)S(=O)(=O)NC(C1=CC=C(C=C1)N1CCN(CC1)C(C1=CC(=C(C=C1)C1=CC=C(C=C1)O)F)=O)=O